FC=1C=CC=C2C(=CC(=NC12)C)C1=C2C=C(C(=CC2=CC2=C1C(OC2)=O)OC)OC 9-(8-fluoro-2-methylquinolin-4-yl)-6,7-dimethoxynaphtho[2,3-c]furan-1(3H)-one